methyl (R)-4-(pyridin-3-ylsulfonyl)piperazine-2-carboxylate dihydrochloride Cl.Cl.N1=CC(=CC=C1)S(=O)(=O)N1C[C@@H](NCC1)C(=O)OC